COC(=O)C=1C2=C(SC1C=1C=NN(C1)C)C(CCC2)=O 2-(1-methyl-1H-pyrazol-4-yl)-7-oxo-4,5,6,7-tetrahydrobenzo[b]thiophene-3-carboxylic acid methyl ester